OC1=C(C=CC=C1)C=1C=C2C(=NN1)NC[C@@H]1N2CCN(C1)C(=O)N1C(CNCC1)C(F)(F)F ((S)-2-(2-hydroxyphenyl)-5,6,6a,7,9,10-hexahydro-8H-pyrazino[1',2':4,5]pyrazino[2,3-c]pyridazin-8-yl)(2-(trifluoromethyl)piperazin-1-yl)methanone